2-Methyl-2-butenenitrile CC(C#N)=CC